4-bromo-2-fluoro-5,6,7,8,9,10-hexahydrocyclohepta[b]indole BrC=1C=C(C=C2C3=C(NC12)CCCCC3)F